(2R,6R)-N-(4-(but-2-yn-1-yl)benzyl)-4-((R)-1-(3-fluoro-4-methylpyridin-2-yl)-3-methoxypropyl)-1-isobutyryl-6-methylpiperazine-2-carboxamide C(C#CC)C1=CC=C(CNC(=O)[C@@H]2N([C@@H](CN(C2)[C@H](CCOC)C2=NC=CC(=C2F)C)C)C(C(C)C)=O)C=C1